NC=1C=2N(C(=C(N1)C1=C(C#N)C=CC=C1)C1=NC=NC=C1)N=C(C2)C(=O)N2CC(C2)O (4-amino-2-(3-hydroxyazetidine-1-carbonyl)-7-(pyrimidin-4-yl)pyrazolo[1,5-a]pyrazin-6-yl)benzonitrile